4-hydroxybutylsulfonate OCCCCS(=O)(=O)[O-]